(S)-1-((TERT-BUTYLDIPHENYLSILYL)OXY)HEPT-6-ENE-3-SULFONAMIDE [Si](C1=CC=CC=C1)(C1=CC=CC=C1)(C(C)(C)C)OCC[C@H](CCC=C)S(=O)(=O)N